3-ethylsulfonyl-4-[7-(trifluoromethyl)imidazo[1,2-c]pyrimidin-2-yl]benzoic acid C(C)S(=O)(=O)C=1C=C(C(=O)O)C=CC1C=1N=C2N(C=NC(=C2)C(F)(F)F)C1